S(=O)(=O)(O)C1=CC=CC=2C(C3=CC=CC=C3CC12)=O 4-sulfo-anthrone